O[C@H](C(=O)N1C[C@@H]2[C@H](C1)CC(C2)NC2=C1C(=NC=C2C=2SC(=CN2)C2(COC2)C(=O)O)NC=C1)C 3-(2-(4-(((3aR,5R,6aS)-2-((S)-2-hydroxypropanoyl)octahydrocyclopenta[c]-pyrrol-5-yl)amino)-1H-pyrrolo[2,3-b]pyridin-5-yl)thiazol-5-yl)oxetane-3-carboxylic acid